5-(1'-isopropyl-1-methyl-2-oxospiro[indolin-3,4'-piperidin]-6-yl)-2-methylbenzamide C(C)(C)N1CCC2(CC1)C(N(C1=CC(=CC=C12)C=1C=CC(=C(C(=O)N)C1)C)C)=O